2,6-dimethyl-phenol sodium [Na].CC1=C(C(=CC=C1)C)O